3-((3-Bromoimidazo[1,2-b]pyridazin-6-yl)amino)piperidine-1-carboxylic acid tert-butyl ester C(C)(C)(C)OC(=O)N1CC(CCC1)NC=1C=CC=2N(N1)C(=CN2)Br